1-((3R,4R)-3-((2-((1-ethyl-1H-pyrazol-4-yl)amino)-7H-pyrrolo[2,3-d]pyrimidin-4-yl)oxy)-4-fluoro-tetrahydropyrrole-1-yl)prop-2-en-1-one C(C)N1N=CC(=C1)NC=1N=C(C2=C(N1)NC=C2)O[C@@H]2CN(C[C@H]2F)C(C=C)=O